1-(5-((1-(2,2,2-trifluoroethyl)piperidin-4-yl)methyl)benzo[d]isoxazol-3-yl)dihydropyrimidine-2,4(1H,3H)-dione FC(CN1CCC(CC1)CC=1C=CC2=C(C(=NO2)N2C(NC(CC2)=O)=O)C1)(F)F